C12CC(CC2C1)COC=1C=CC2=C(C(=C(O2)C)C(=O)NC(C(=O)N)(CO)C)C1 Trans-2-{[5-({bicyclo[3.1.0]hexan-3-yl}methoxy)-2-methyl-1-benzofuran-3-yl]formamido}-3-hydroxy-2-methylpropanamide